2-(6-bromo-4-cyclopropyloxy-1-oxophthalazin-2-yl)-N-(5-methylpyrimidin-2-yl)acetamide BrC=1C=C2C(=NN(C(C2=CC1)=O)CC(=O)NC1=NC=C(C=N1)C)OC1CC1